dodecyl-tri(2-hydroxyethyl)ammonium hydroxide [OH-].C(CCCCCCCCCCC)[N+](CCO)(CCO)CCO